7-Hydroxy-4-quinolinecarboxylic acid OC1=CC=C2C(=CC=NC2=C1)C(=O)O